BrC1=C(N=C(S1)N)C1=NC=CC=C1 5-bromo-4-(pyridin-2-yl)thiazol-2-amine